C(Br)Br methylene bromid